2-Chloro-1-(2-hydroxyethyl)-4-methyl-5-(2-(trifluoromethyl)phenyl)-1H-pyrrole ClC=1N(C(=C(C1)C)C1=C(C=CC=C1)C(F)(F)F)CCO